3-amino-1-(spiro[2.2]pent-1-yl)pyridin-2(1H)-one NC=1C(N(C=CC1)C1CC12CC2)=O